Tert-butyl 5-{[2-(difluoromethoxy)phenyl]carbamothioyl}-4-hydroxy-6-oxo-3,6-dihydropyridine-1(2H)-carboxylate FC(OC1=C(C=CC=C1)NC(=S)C1=C(CCN(C1=O)C(=O)OC(C)(C)C)O)F